Isopropyl ((((2R,3S,4R,5R)-5-(2,4-dioxo-3,4-dihydropyrimidin-1(2H)-yl)-2-ethynyl-3,4-dihydroxytetrahydrofuran-2-yl)methoxy)(phenoxy)phosphoryl)-L-alaninate O=C1N(C=CC(N1)=O)[C@H]1[C@@H]([C@@H]([C@@](O1)(C#C)COP(=O)(OC1=CC=CC=C1)N[C@@H](C)C(=O)OC(C)C)O)O